cyclobutylmethyl (CIS)-2-((((CIS)-4-phenylcyclohexyl)oxy) methyl)-3-(1H-pyrazol-3-yl)piperidine-1-carboxylate C1(=CC=CC=C1)[C@H]1CC[C@H](CC1)OC[C@@H]1N(CCC[C@@H]1C1=NNC=C1)C(=O)OCC1CCC1